Cl.N1(CCCCC1)CCOC1=CC=C(C=C1)C=1C=NC=2N(C1)N=CC2C2=CC=NC=C2 6-(4-(2-(piperidin-1-yl)ethoxy)phenyl)-3-(pyridin-4-yl)pyrazolo[1,5-a]pyrimidine, hydrochloride